(R)-1-amino-N-(2-((2-amino-7-fluoropyrido[3,2-d]pyrimidin-4-yl)amino)-2-methylhexyl)cyclopropane-1-carboxamide NC1(CC1)C(=O)NC[C@](CCCC)(C)NC=1C2=C(N=C(N1)N)C=C(C=N2)F